disodium glutamate diacetate C(CN([C@@H](CCC(=O)[O-])C(=O)[O-])CC(=O)O)(=O)O.[Na+].[Na+]